O1CC[C@@H](C2=CC=CC=C12)NC(=O)C1=C(C2=C(N=C(S2)C2CCNCC2)C(=C1)C)C (S)-N-(chroman-4-yl)-4,7-dimethyl-2-(piperidin-4-yl)benzo[d]-thiazole-6-carboxamide